C(N)(=O)C1=CC=C(C(=C1C1=C(C=CC2=C1C[C@](O2)(C2=CC=CC=C2)CN[C@@H]2CC[C@H](CC2)C(=O)OC)Cl)F)F methyl (trans)-4-((((2S,4S)-4-(6-carbamoyl-2,3-difluorophenyl)-5-chloro-2-phenyl-2,3-dihydrobenzofuran-2-yl)methyl)amino)cyclohexane-1-carboxylate